4-((2-chloro-5-fluoropyridin-4-yl)amino)-3-isopropyl-3H-imidazo[4,5-c]pyridin ClC1=NC=C(C(=C1)NC1=NC=CC2=C1N(C=N2)C(C)C)F